NCC1=NNC(C2=CC=C(C=C12)C1=CN=CC2=CC=CC=C12)=O 4-(aminomethyl)-6-(isoquinolin-4-yl)phthalazin-1(2H)-one